AMMONIUM HYDROXYBENZOATE OC1=C(C(=O)[O-])C=CC=C1.[NH4+]